prenyl-iridium C(C=C(C)C)[Ir]